(2S,5R)-2-(N-(2-(2-methyl-1H-imidazol-4-yl) acetyl) carbamimidoyl)-7-oxo-1,6-diazabicyclo[3.2.1]octan-6-yl hydrogen sulfate S(=O)(=O)(ON1[C@@H]2CC[C@H](N(C1=O)C2)C(NC(CC=2N=C(NC2)C)=O)=N)O